5-(3-(4-(3,3-dimethylpyrrolidin-1-yl)phenyl)-1,2,4-thiadiazol-5-yl)-3-Fluoro-2-hydroxybenzaldehyde CC1(CN(CC1)C1=CC=C(C=C1)C1=NSC(=N1)C=1C=C(C(=C(C=O)C1)O)F)C